butyl (S)-3-(3-amino-5-(3,4-difluorophenyl)thiophene-2-carboxamido)piperidine-1-carboxylate NC1=C(SC(=C1)C1=CC(=C(C=C1)F)F)C(=O)N[C@@H]1CN(CCC1)C(=O)OCCCC